1-ethyl-3-azetidinebutylamine C(C)N1CC(C1)CCCCN